methyl 3H-imidazo[4,5-b]pyridine-5-carboxylate N1=CNC2=NC(=CC=C21)C(=O)OC